6-((1S,4s)-4-fluoro-1-(methylimino)-1-oxidohexahydro-1λ6-thiopyran-4-yl)-8-methylpyrido[2,3-d]pyrimidin-7(8H)-one FC1(CCS(CC1)(=O)=NC)C1=CC2=C(N=CN=C2)N(C1=O)C